N,N-dimethyl-4-[2-methyl-4-[4-(4-oxo-3H-quinazolin-2-yl)piperazine-1-carbonyl]phenyl]benzamide CN(C(C1=CC=C(C=C1)C1=C(C=C(C=C1)C(=O)N1CCN(CC1)C1=NC2=CC=CC=C2C(N1)=O)C)=O)C